C(C)S(=O)(=O)C=1C=C(C=NC1N1CC2=C(C1=O)C=C(S2)C(C(F)(F)F)(F)F)C2(CC2)C#N 1-[5-ethylsulfonyl-6-[4-oxo-2-(1,1,2,2,2-pentafluoroethyl)-6H-thieno[2,3-c]pyrrol-5-yl]-3-pyridyl]cyclopropanecarbonitrile